C(CCCCCCCCC)N(C(C)=O)CCCCCCCCCC N,N-didecyl-acetamide